palladium-gold-rhodium [Rh].[Au].[Pd]